ClC[C@H]1CN(C2=CC(=C3C(=C12)C(=CS3)C)O)C(=O)C=3NC1=CC=C(C=C1C3)OCCN3CCCC3 [(8R)-8-(Chloromethyl)-4-hydroxy-1-methyl-7,8-dihydro-6H-thieno[3,2-e]indol-6-yl]{5-[2-(pyrrolidin-1-yl)ethoxy]-1H-indol-2-yl}methanon